N,N,N-triphenylamine C1(=CC=CC=C1)N(C1=CC=CC=C1)C1=CC=CC=C1